1-((1,1'-biphenyl)-4-yl)-2-((5-((3,5-dimethylphenoxy)methyl)-1,3,4-oxadiazol-2-yl)thio)ethan-1-one C1(=CC=C(C=C1)C(CSC=1OC(=NN1)COC1=CC(=CC(=C1)C)C)=O)C1=CC=CC=C1